Tert-butyl 5-[[(6-chloro-5-cyano-2-methylsulfanyl-pyrimidin-4-yl)amino]methyl]pyrazole-1-carboxylate ClC1=C(C(=NC(=N1)SC)NCC1=CC=NN1C(=O)OC(C)(C)C)C#N